FC1(CC(C1)C(C=O)NC(=O)C=1C(=NC(=NC1)C(C)(F)F)OC1=CC=CC=C1)F N-[1-(3,3-difluorocyclobutyl)-2-oxo-ethyl]-2-(1,1-difluoroethyl)-4-phenoxy-pyrimidine-5-carboxamide